N-(2-(2-(((9-ethyl-7-(4-methylthiophen-2-yl)-9H-carbazol-3-yl)methyl)amino)ethoxy)ethyl)propenamide C(C)N1C2=CC(=CC=C2C=2C=C(C=CC12)CNCCOCCNC(C=C)=O)C=1SC=C(C1)C